NC1=C(SC(=C1)C1=C(C=CC=C1Cl)Br)C(=O)OC methyl 3-amino-5-(2-bromo-6-chlorophenyl)thiophene-2-carboxylate